ClC1=CC(=C(S1)C(=O)N)OC1CC2(CN(C2)C(C)C)C1 5-chloro-3-((2-isopropyl-2-azaspiro[3.3]heptan-6-yl)oxy)thiophene-2-carboxamide